The molecule is an alpha-hydroxy fatty acid formed from phytanic acid by bacterial cytochrome P450; and also formed in human peroxisomal disorders. It derives from a phytanic acid. CC(C)CCCC(C)CCCC(C)CCCC(C)C(C(=O)O)O